3-Ethyl-2,5-dimethyl-octan-3-ol C(C)C(C(C)C)(CC(CCC)C)O